3,5-di-t-butyl-4'-iodo-1,1'-biphenyl C(C)(C)(C)C=1C=C(C=C(C1)C(C)(C)C)C1=CC=C(C=C1)I